N-((1-((3-((5-ethyl-2-(2-hydroxyethoxy)phenyl)sulfonamido)-4-methoxybenzo[d]isoxazol-6-yl)methyl)-1H-pyrazol-4-yl)methyl)propiolamide C(C)C=1C=CC(=C(C1)S(=O)(=O)NC1=NOC2=C1C(=CC(=C2)CN2N=CC(=C2)CNC(C#C)=O)OC)OCCO